ClCC(=O)NC1=CC(=C(C=C1)S(NC)(=O)=O)F 2-chloro-N-(3-fluoro-4-(N-methylsulfamoyl)phenyl)acetamide